2-oxo-2-(p-tolyl)ethyl 3-(2-(methylthio)propanoyl)thiazolidine-4-carboxylate CSC(C(=O)N1CSCC1C(=O)OCC(C1=CC=C(C=C1)C)=O)C